ClC=1C(=NC(=NC1)NC1CCN(CC1)CC1=CC=C(C=C1)C1C(NC(CC1)=O)=O)C=1C=NN(C1CC1CC1)C 3-(4-((4-((5-chloro-4-(5-(cyclopropylmethyl)-1-methyl-1H-pyrazol-4-yl)pyrimidin-2-yl)amino)piperidin-1-yl)methyl)phenyl)piperidine-2,6-dione